1,1'-(6-((4-(((2-amino-7H-purin-6-yl)oxy)methyl)benzyl)carbamoyl)-2-diazo-3-oxo-2,3-dihydrospiro[indene-1,9'-xanthene]-3',6'-diyl)bis(N,N-dimethylazetidine-3-carboxamide) NC1=NC(=C2NC=NC2=N1)OCC1=CC=C(CNC(=O)C2=CC=C3C(C(C4(C5=CC=C(C=C5OC=5C=C(C=CC45)N4CC(C4)C(=O)N(C)C)N4CC(C4)C(=O)N(C)C)C3=C2)=[N+]=[N-])=O)C=C1